C(C)(C)C1=NC2=CC=CC(=C2C(=N1)CCCC(F)(F)F)OC 2-isopropyl-5-methoxy-4-(4,4,4-trifluorobutyl)quinazoline